2-[(Z)-4-bromo-2-fluorobenzoyl]-3-(dimethylamino)prop-2-enoate BrC1=CC(=C(C(=O)C(C(=O)[O-])=CN(C)C)C=C1)F